(S)-1-(oxetan-2-ylmethyl)-2-((4-(6-(isoquinolin-4-ylmethoxy)pyridin-2-yl)piperidine-1-yl)methyl)-1H-benzo[d]imidazole-6-carboxylic acid O1[C@@H](CC1)CN1C(=NC2=C1C=C(C=C2)C(=O)O)CN2CCC(CC2)C2=NC(=CC=C2)OCC2=CN=CC1=CC=CC=C21